FC(C=1C=C(C=C(C1)C(F)(F)F)NC(=O)N[C@@H]1CN(C[C@H]1C1=CC(=C(C=C1)Cl)Cl)C(=O)OC(C)(C)C)(F)F tert-butyl (3S,4R)-3-({[3,5-bis(trifluoromethyl)phenyl]carbamoyl}amino)-4-(3,4-dichlorophenyl)pyrrolidine-1-carboxylate